ClC1=C(C=C2C=C(NC2=C1)C(=O)N1CC=2N(CC1)N=CC2C(=O)N2C1(CC1)CC(CC2)O)F 4-[5-(6-chloro-5-fluoro-1H-indole-2-carbonyl)-4H,5H,6H,7H-pyrazolo[1,5-a]pyrazine-3-carbonyl]-4-azaspiro[2.5]octan-7-ol